N-(2-chloro-4-(trifluoromethyl)phenyl)-2-(6-ethyl-2-methoxy-3-methyl-8-oxo-7-(piperazin-1-yl)pyrido[2,3-b]pyrazin-5(8H)-yl)acetamide hydrochloride Cl.ClC1=C(C=CC(=C1)C(F)(F)F)NC(CN1C(=C(C(C=2C1=NC(=C(N2)OC)C)=O)N2CCNCC2)CC)=O